BrC=1C=C(C=C2C=CC(=NC12)C)CC 8-bromo-6-ethyl-2-methylquinolin